N(=O)N(C1=CC=CC=C1)O N-nitroso-N-phenylhydroxy-amine